2-O-sulfoiduronic acid S(=O)(=O)(O)O[C@H](C=O)[C@H](O)[C@@H](O)[C@H](O)C(=O)O